C(CCCC#C)(=O)OC1=C(C(=CC(=C1F)F)F)F 2,3,5,6-tetrafluorophenyl hex-5-ynoate